4-fluoro-1H-indole FC1=C2C=CNC2=CC=C1